(S)-2-((tert-Butoxycarbonyl)(methyl)amino)-4-(3-methoxyphenyl)butanoic acid C(C)(C)(C)OC(=O)N([C@H](C(=O)O)CCC1=CC(=CC=C1)OC)C